acryloyloxybutyl-dimethylethyl-ammonium ethyl-sulfate C(C)OS(=O)(=O)[O-].C(C=C)(=O)OCCCC[N+](CC)(C)C